FC1=CC=C(C(=O)C2=C(C=CC=C2)NC(C(=O)O)CC2=CC=C(C=C2)OCCC2=CC=CC=3C4=CC=CC=C4NC23)C=C1 2-[(2-(4-fluorobenzoyl)phenyl)amino]-3-[(4-(2-carbazolylethoxy)phenyl)]propionic acid